ethyl 4-amino-1-(4-(aminomethyl)phenyl)-3-(thiophen-2-yl)-1H-pyrazole-5-carboxylate NC=1C(=NN(C1C(=O)OCC)C1=CC=C(C=C1)CN)C=1SC=CC1